5-((4-iodophenoxy)methyl)-1-methyl-1H-imidazole ethyl-rac-(1S,2R)-2-((benzyloxy)methyl)-1-(trifluoromethyl)cyclopropane-1-carboxylate C(C)OC(=O)[C@]1([C@@H](C1)COCC1=CC=CC=C1)C(F)(F)F.IC1=CC=C(OCC2=CN=CN2C)C=C1 |r|